ClC1=CC=C(C=C1)C1=NN(C[C@@H]1C1=CC=CC=C1)/C(/NCCS(N(C)C)(=O)=O)=N/S(=O)(=O)C1=CC=C(C=C1)Cl (S,E)-3-(4-chlorophenyl)-N'-((4-chlorophenyl)sulfonyl)-N-(2-(N,N-dimethylsulfamoyl)ethyl)-4-phenyl-4,5-dihydro-1H-pyrazole-1-carboximidamide